CC=1C=C(C=C(C1O)C)C1=CC(=C(C(=C1)C)O)C 3,3',5,5'-tetramethyl-4,4'-Dihydroxybiphenyl